N1(N=CC=C1)C1=C(CNC=2C=3N(C=C(N2)Cl)C(=CN3)C(C)C)C=CC=C1 N-(2-(1H-pyrazol-1-yl)benzyl)-6-chloro-3-isopropylimidazo[1,2-a]pyrazin-8-amine